1-(p-toluenesulfonyl)-5-(4,4,5,5-tetramethyl-1,3,2-dioxaborolan-2-yl)pyrrolo[2,3-b]pyridine CC1=CC=C(C=C1)S(=O)(=O)N1C=CC=2C1=NC=C(C2)B2OC(C(O2)(C)C)(C)C